BrC1=CC=C(C=C1)N1C=C(C(=C1)C1=CC=C(C=C1)F)[C@@H]1O[C@H](C(N1CCC=1C=CC2=CC(N=C2C1)=O)=O)C (2S,5S)-2-(1-(4-bromophenyl)-4-(4-fluorophenyl)-1H-pyrrol-3-yl)-5-methyl-3-(2-(2-oxoindol-6-yl)ethyl)oxazolidin-4-one